3-benzylenecamphor C(C1=CC=CC=C1)=C1C(C2(CCC1C2(C)C)C)=O